C1=C(C=C(C(=C1Br)O)Br)Br tribromophenol